sodium tetrakis(2,4-dimethylphenyl)borate CC1=C(C=CC(=C1)C)[B-](C1=C(C=C(C=C1)C)C)(C1=C(C=C(C=C1)C)C)C1=C(C=C(C=C1)C)C.[Na+]